N1(N=CC=C1)[C@H]1CN(CCC1)CC=1C=C(C=CC1C)[C@H](C(C(=O)O)(C)C)C1=C(C2=C(N(N=N2)C)C=C1)C (S)-3-(3-(((R)-3-(1H-Pyrazol-1-yl)piperidin-1-yl)methyl)-4-methylphenyl)-3-(1,4-dimethyl-1H-benzo[d][1,2,3]triazol-5-yl)-2,2-dimethylpropanoic acid